1-(1-chloropropyl)-1,3-dihydro-2H-benzimidazole ClC(CC)N1CNC2=C1C=CC=C2